tert-butyl (2R,4S)-4-(benzyloxy)-2-((3-(((R)-1-hydroxypropan-2-yl)oxy)-2-(methoxycarbonyl)-5-methylphenoxy)methyl)pyrrolidine-1-carboxylate C(C1=CC=CC=C1)O[C@H]1C[C@@H](N(C1)C(=O)OC(C)(C)C)COC1=C(C(=CC(=C1)C)O[C@@H](CO)C)C(=O)OC